6-chloro-4-(ethylamino)pyridine ClC1=CC(=CC=N1)NCC